5-(3-isopropyl-5-((1-(tetrahydro-2H-pyran-4-yl)azetidin-3-yl)methyl)-1H-indol-2-yl)-1,3,4-trimethylpyridin-2(1H)-one C(C)(C)C1=C(NC2=CC=C(C=C12)CC1CN(C1)C1CCOCC1)C=1C(=C(C(N(C1)C)=O)C)C